COC(=O)[C@H]1N(C[C@@H](C1)OC(C)C)C(CNC(CCCOC1=CC=CC=C1)=O)=O (2S,4R)-4-isopropoxy-1-((4-phenoxybutyryl)glycyl)pyrrolidine-2-carboxylic acid methyl ester